CC1(C=C(C2=CC=CC=C12)C1=C(C=CC=C1)SC1=CC=C(C=C1)C)C (2-(1,1-dimethyl-1H-inden-3-yl)phenyl)(p-tolyl)sulfane